C(C)N(S(=O)(=O)NC=1C(=C(C(=O)C2=CNC3=NC=C(C=C32)C=3C=NC(=CC3)N3CC(N(CC3)CC=O)=O)C(=CC1)F)F)C 3-[3-[[ethyl(methyl)sulfamoyl]amino]-2,6-difluoro-benzoyl]-5-[6-[3-oxo-4-(2-oxoethyl)piperazin-1-yl]-3-pyridyl]-1H-pyrrolo[2,3-b]pyridine